N4-(2-(6-methylpyridin-2-yl)pyrimidin-4-yl)-N2-(1-(2-morpholinoethyl)-1H-pyrazol-4-yl)pyrimidine-2,4-diamine CC1=CC=CC(=N1)C1=NC=CC(=N1)NC1=NC(=NC=C1)NC=1C=NN(C1)CCN1CCOCC1